N1=C(C=CC=C1)NC1=NC=CC(=C1)C=1C=C2C(=NNC2=CC1)N 5-(2-(Pyridin-2-ylamino)pyridin-4-yl)-1H-indazol-3-amine